6-benzenamine C1=CC=CC=C1N